C1=C(C=CC=2SC3=CC=C(C=C3SC12)C(=O)O)C(=O)O thianthrene-2,8-dicarboxylic acid